BrC=1C=C(C=2N(C1)C(=CN2)C=2SC(=NN2)C(F)F)Cl 2-(6-bromo-8-chloroimidazo[1,2-a]pyridin-3-yl)-5-(difluoromethyl)-1,3,4-thiadiazole